(2R,4R)-1-(3-chloro-2-fluorobenzyl)-4-((3',5'-difluoro-6'-((5-meth-yl-1H-pyrazol-3-yl)amino)-[3,4'-bipyridin]-2'-yl)methyl)-2-meth-ylpiperidine-4-carboxylic acid ClC=1C(=C(CN2[C@@H](C[C@@](CC2)(C(=O)O)CC2=NC(=C(C(=C2F)C=2C=NC=CC2)F)NC2=NNC(=C2)C)C)C=CC1)F